ClC=1C(=NC(=NC1)NC1=C(C=C(C(=C1)CC)N1CCC(CC1)N1CCN(CC1)C)N(C)C)NC=1C(=C2N=CC=NC2=CC1)NS(=O)(=O)C N-(6-((5-chloro-2-((2-(dimethylamino)-5-ethyl-4-(4-(4-methylpiperazin-1-yl)piperidin-1-yl)phenyl)amino)pyrimidin-4-yl)amino)quinoxalin-5-yl)methanesulfonamide